(2S)-5,5-dimethyl-2-({[2-(trifluoromethoxy)phenyl]methyl}amino)hexanoic acid CC(CC[C@@H](C(=O)O)NCC1=C(C=CC=C1)OC(F)(F)F)(C)C